ClC=1C=CC(=C(C1)C1=CC(=NC=C1OC)OC)C1=CN=CO1 4-[5-chloro-2-(1,3-oxazol-5-yl)phenyl]-2,5-dimethoxypyridine